N-(4-fluorobenzyl)-1-methylpiperidine-4-amine FC1=CC=C(CNC2CCN(CC2)C)C=C1